[1-(4,6-difluoro-2-methyl-indolin-1-yl)ethyl]-7-methyl-2-morpholino-pyrido[1,2-A]Pyrimidin-4-one FC1=C2CC(N(C2=CC(=C1)F)C(C)C1=C(N=C2N(C1=O)C=C(C=C2)C)N2CCOCC2)C